ClC1=NC=C(C(=N1)N1C[C@@H](CCC1)OC1=C(C=CC=C1)OCC)F (R)-2-chloro-4-(3-(2-ethoxyphenoxy)piperidin-1-yl)-5-fluoropyrimidine